(Z)-N-(1-cyclopropyl-3-fluoro-3-(methylsulfonyl)allyl)-2-(cyclopropyldifluoromethyl)-4-phenoxypyrimidine-5-carboxamide C1(CC1)C(\C=C(/S(=O)(=O)C)\F)NC(=O)C=1C(=NC(=NC1)C(F)(F)C1CC1)OC1=CC=CC=C1